1-(4-ethylphenyl)-3-methoxy-2-methylpropan-1-one C(C)C1=CC=C(C=C1)C(C(COC)C)=O